C(C)(C)C1=C(C(=CC=C1)C(C)C)NC(=O)NS(=O)(=O)C1=CC(=CC(=C1)C(C)(C)O)F N-(2,6-diisopropylphenyl-carbamoyl)-3-fluoro-5-(2-hydroxypropan-2-yl)benzenesulfonamide